1-aminotetrahydrothiophene-1-oxide NS1(CCCC1)=O